3-(2,2-difluoroethyl)-1H-pyrazole FC(CC1=NNC=C1)F